(Z)-dodeca-9-en-1-ol C(CCCCCCC\C=C/CC)O